5-((1S,3R)-3-((N-methyl-sulfamoyl)amino)cyclopentyl)-1H-pyrazol CNS(=O)(=O)N[C@H]1C[C@H](CC1)C1=CC=NN1